2,2-bis-hydroxymethyl-butyric acid OCC(C(=O)O)(CC)CO